BrC1=C(C=CC(=C1)Cl)C([2H])([2H])[2H] 2-bromo-4-chloro-1-(methyl-d3)benzene